4-(6-chloro-4-(6,6-difluoro-1,4-diazepan-1-yl)-8-fluoro-2-((tetrahydro-1H-pyrrolizin-7a(5H)-yl)methoxy)-quinazolin-7-yl)benzo[d]-thiazol-2-amine ClC=1C=C2C(=NC(=NC2=C(C1C1=CC=CC2=C1N=C(S2)N)F)OCC21CCCN1CCC2)N2CCNCC(C2)(F)F